ClC1=CC(=CC=2N1N=CC2)OC(NC(C)(C)C)=O (7-chloropyrazolo[1,5-a]pyridin-5-yl)-tert-butylcarbamate